3-acetyl-7-chloro-4-methylquinolin-2(1H)-one C(C)(=O)C=1C(NC2=CC(=CC=C2C1C)Cl)=O